ClC1=C(C=C(C=C1)S(=O)(=O)C1=CC(=C(C=C1)N1C(NN=C1)=S)N(CC)CC)C(F)(F)F 4-(4-((4-chloro-3-(trifluoromethyl)phenyl)sulfonyl)-2-(diethylamino)phenyl)-2,4-dihydro-3H-1,2,4-triazole-3-thione